(1s,4s)-4-((5-([1,2,4]triazolo[1,5-a]pyridin-7-yl)-4-methoxy-7H-pyrrolo[2,3-d]pyrimidin-2-yl)amino)-1-methylcyclohexan-1-ol N=1C=NN2C1C=C(C=C2)C2=CNC=1N=C(N=C(C12)OC)NC1CCC(CC1)(O)C